tert-butyl 3-methyl-4-oxo-pyrrolidine-1-carboxylate CC1CN(CC1=O)C(=O)OC(C)(C)C